(S)-3-isopropyl-N-(1-phenylethyl)-6-(piperidin-4-ylthio)imidazo[1,2-b]pyridazin-8-amine C(C)(C)C1=CN=C2N1N=C(C=C2N[C@@H](C)C2=CC=CC=C2)SC2CCNCC2